2-((2S)-1-acryloyl-4-((1R)-4-chloro-2'-((4-methyl-4-azaspiro[2.4]heptan-5-yl)methoxy)-2,3,5',8'-tetrahydro-6'H-spiro[indene-1,7'-quinazolin]-4'-yl)piperazin-2-yl)acetonitrile C(C=C)(=O)N1[C@H](CN(CC1)C1=NC(=NC=2C[C@@]3(CCC12)CCC1=C(C=CC=C13)Cl)OCC1N(C3(CC3)CC1)C)CC#N